O1CCOC2=C1C=CC(=C2)C(C)N 1-(2,3-dihydro-1,4-benzodioxin-6-yl)ethanamine